1,5-anhydro-2,3-dideoxy-3-(((4-(2,2-dimethylpropoxy)-7-(4-(1-methyl-1H-1,2,3-triazol-4-yl)benzyl)-2,3-dihydro-1-benzofuran-5-yl)carbonyl)amino)-L-threo-pentitol CC(COC1=C(C=C(C2=C1CCO2)CC2=CC=C(C=C2)C=2N=NN(C2)C)C(=O)N[C@H]2CCOC[C@@H]2O)(C)C